O([C@H]1[C@H](O)[C@@H](O)[C@H](O)[C@H](O1)CO)C1[C@H](O)[C@@H](O)[C@H](O)[C@H](O1)CO glucopyranosyl-(1→2) β-glucopyranoside